C12C(C(C(C=C1)O2)C(=O)O)C(=O)O 7-oxabicyclo(2.2.1)hept-5-ene-2,3-dicarboxylic acid